Cl.Cl.N[C@@H](COC1=C(C=2C=C(C=NC2C=C1)F)C(=O)OCC1=CC=CC=C1)CC1=NC(=CC(=C1)C)Br Benzyl (R)-6-(2-amino-3-(6-bromo-4-methylpyridin-2-yl)propoxy)-3-fluoroquinoline-5-carboxylate dihydrochloride